ClC=1C=C2C(=CC=NC2=CC1)NC1=CC(=CC(=C1)C=1C=NN(C1)CCOC)OC 6-Chloro-N-(3-methoxy-5-(1-(2-methoxyethyl)-1H-pyrazol-4-yl)phenyl)quinolin-4-amine